Methylcyclobutylamine CNC1CCC1